N-methyl-7-((8-methyl-6-oxo-7-(trifluoromethyl)-5,6-dihydro-1,5-naphthyridin-3-yl)methyl)-6,7,8,9-tetrahydropyrido[4',3':4,5]imidazo[1,2-a]pyrazine-3-carboxamide CNC(=O)C1=CC=2N=C3N(CCN(C3)CC=3C=NC=4C(=C(C(NC4C3)=O)C(F)(F)F)C)C2C=N1